C(C)(C)(C)N[SiH](NC(C)(C)C)NC(C)(C)C tri(tertiary butylamino)silane